ferroceneformyl-3-p-methoxyphenyl-4-amino-5-mercapto-1,2,4-triazole [C-]1(C=CC=C1)C(=O)C1=C(C=CC(=C1)OC)C1=NN=C(N1N)S.[CH-]1C=CC=C1.[Fe+2]